bis-(1,2,2,6,6-pentamethyl-4-piperidinyl)-(3,5-ditert.butyl-4-hydroxybenzyl)butyl-propanedioate CN1C(CC(CC1(C)C)OC(C(C(=O)OC1CC(N(C(C1)(C)C)C)(C)C)(CCCC)CC1=CC(=C(C(=C1)C(C)(C)C)O)C(C)(C)C)=O)(C)C